4-[3-[2,6-Dichloro-4-(6-methoxypyridin-3-yl)benzoyl]-2,4-dihydro-1,3-benzoxazin-8-yl]-5-fluoro-2-(3-oxa-8-azabicyclo[3.2.1]octan-8-yl)benzoic acid ClC1=C(C(=O)N2COC3=C(C2)C=CC=C3C3=CC(=C(C(=O)O)C=C3F)N3C2COCC3CC2)C(=CC(=C1)C=1C=NC(=CC1)OC)Cl